1-[4-(2,4-difluorophenyl)piperidin-1-yl]-2-{3-[(2R,6S)-2,6-dimethylmorpholine-4-carbonyl]-5,6-dihydrocyclopenta[c]pyrazol-1(4H)-yl}ethan-1-one FC1=C(C=CC(=C1)F)C1CCN(CC1)C(CN1N=C(C2=C1CCC2)C(=O)N2C[C@H](O[C@H](C2)C)C)=O